2-(4-Methoxy-phenyl)-5-methyl-pyrazol-3-ol COC1=CC=C(C=C1)N1N=C(C=C1O)C